(4aR,8aS)-6-(3-(4-Bromophenyl)-3-hydroxyazetidine-1-carbonyl)hexahydro-2H-pyrido[4,3-b][1,4]oxazin-3(4H)-one BrC1=CC=C(C=C1)C1(CN(C1)C(=O)N1C[C@@H]2[C@@H](OCC(N2)=O)CC1)O